ClC1=C(C(=O)NC2(CCN(CC2)C2=NC=C(N=C2)C=2C=3N(C=C(C2)OC)N=CC3C#N)C)C=C(C=C1)F 2-chloro-N-(1-(5-(3-cyano-6-methoxypyrazolo[1,5-a]pyridin-4-yl)pyrazin-2-yl)-4-methylpiperidin-4-yl)-5-fluorobenzamide